ClC1=C(C=CC(=C1)Cl)N1N=C(C=C1)OCC=C(C(C(=O)NC)=NOC)C 5-[1-(2,4-dichlorophenyl)pyrazol-3-yl]oxy-2-methoxyimino-N,3-dimethylpentan-3-enamide